C(=O)O.CN(C(C1=NC(=CC=C1N1N=CC=C1)C)=O)[C@H](CNC1=NC=C(C=N1)C(F)(F)F)CC (S)-N,6-dimethyl-3-(1H-pyrazol-1-yl)-N-(1-((5-(trifluoromethyl)pyrimidin-2-yl)amino)butan-2-yl)picolinamide formic acid salt